N2-(1H-Benzo[d]imidazol-5-yl)-5-{2-[(2,4-difluorophenyl)sulfonyl]vinyl}-N4-methylpyrimidine-2,4-diamine N1C=NC2=C1C=CC(=C2)NC2=NC=C(C(=N2)NC)C=CS(=O)(=O)C2=C(C=C(C=C2)F)F